C(C)C(C(=O)O)C(C)=O.O=C(CC(=O)OCC)C ethyl 3-oxobutyrate (ethyl 3-oxobutyrate)